C(C)C=1C(=C(C=C2NC(C=3N(C12)C(=NN3)C)(C)C)F)C3=C1C=NN(C1=CC(=C3)F)S(=O)(=O)C 9-Ethyl-7-fluoro-8-(6-fluoro-1-methylsulfonyl-1H-indazol-4-yl)-1,4,4-trimethyl-5H-[1,2,4]triazolo[4,3-a]quinoxaline